(2-AMINO-5-(4-AMINO-1-CYCLOPROPYL-1H-PYRAZOLO[3,4-D]PYRIMIDIN-3-YL)PHENYL)METHANOL NC1=C(C=C(C=C1)C1=NN(C2=NC=NC(=C21)N)C2CC2)CO